4-(5-chloro-2-methoxyphenyl)-6-methyl-N-[6-(3-methyl-[1,2,4]triazolo[4,3-a]pyridin-7-yl)thiazolo[4,5-b]pyrazin-2-yl]pyridine-3-carboxamide ClC=1C=CC(=C(C1)C1=C(C=NC(=C1)C)C(=O)NC=1SC=2C(=NC=C(N2)C2=CC=3N(C=C2)C(=NN3)C)N1)OC